phenylenebis-(dimethylsilane) C1(=C(C=CC=C1)[SiH](C)C)[SiH](C)C